(E)-N-(3-fluoro-2-methylphenyl)-3-(4-fluoro-2-oxoindolin-6-yl)acrylamide FC=1C(=C(C=CC1)NC(\C=C\C1=CC(=C2CC(NC2=C1)=O)F)=O)C